3-(5-bromo-2-tolyl)-5-(chloromethyl)-1,2,4-oxadiazole BrC=1C=CC(=C(C1)C)C1=NOC(=N1)CCl